N'-([1,1'-biphenyl]-4,4'-diyl-bis(methylene))bis(N,N-dimethyl-pyridine-4-amine) C1(=CC=C(C=C1)CC1=NC=CC(=C1)N(C)C)C1=CC=C(C=C1)CC1=NC=CC(=C1)N(C)C